ClC1=CC(=NC=C1)C(=O)NC1=CC(=C(C=C1)C)NC(=O)C1=CN=CN1C 4-Chloro-N-(4-methyl-3-{[(1-methyl-1H-imidazol-5-yl)carbonyl]amino}-phenyl)pyridine-2-carboxamide